tert-butyl 2-(6-cyano-5-fluoro-2-oxo-1,4-dihydroquinazolin-3-yl)acetate C(#N)C=1C(=C2CN(C(NC2=CC1)=O)CC(=O)OC(C)(C)C)F